BrC=1C=NC(=NC1)N(C)C 5-bromo-2-(dimethylamino)pyrimidine